Mevalonat C(C[C@@](O)(C)CCO)(=O)[O-]